N-[4-[Chloro(difluoro)methoxy]phenyl]-1-(1-cyclopropylpyrazol-4-yl)-6-oxo-pyridine-3-carboxamide ClC(OC1=CC=C(C=C1)NC(=O)C1=CN(C(C=C1)=O)C=1C=NN(C1)C1CC1)(F)F